(S)-5-(4-isobutyl-2-methylpiperazin-1-yl)-2-(4-isopropyl-5-(8-methoxy-[1,2,4]triazolo[1,5-a]pyridin-6-yl)-1H-pyrazol-3-yl)thiazole C(C(C)C)N1C[C@@H](N(CC1)C1=CN=C(S1)C1=NNC(=C1C(C)C)C=1C=C(C=2N(C1)N=CN2)OC)C